(R)-1-(1-acryloylpiperidin-3-yl)-3-(4-(2,3-dimethylphenoxy)phenyl)-1H-imidazo[4,5-c]pyridin-2(3H)-one C(C=C)(=O)N1C[C@@H](CCC1)N1C(N(C=2C=NC=CC21)C2=CC=C(C=C2)OC2=C(C(=CC=C2)C)C)=O